The molecule is a hydroxyaldehyde in which the hydroxy group is at C-7 of (2E,4E,6E)-4-methylhepta-2,4,6-trienal. It is a hydroxyaldehyde and an enal. It derives from a hydride of a 4-methylheptane. C/C(=C\\C=C\\O)/C=C/C=O